6-(1-acetylazetidin-3-yl)oxy-2-[(2R)-3-(3,4-dihydro-1H-isoquinolin-2-yl)-2-hydroxy-propyl]-3,4-dihydroisoquinolin-1-one C(C)(=O)N1CC(C1)OC=1C=C2CCN(C(C2=CC1)=O)C[C@@H](CN1CC2=CC=CC=C2CC1)O